N1CCC2(CC1)C(C1=CC=CC=C1C2N)N dihydrospiro[indene-2,4'-piperidine]-1,3-diamine